tertiary butyl-sodium benzoate C(C1=CC=CC=C1)(=O)O.C(C)(C)(C)[Na]